C(C)C1=C(C(=CC(=C1)CC)CC)S(=O)(=O)[O-] 2,4,6-triethylbenzenesulfonate